N=1C=NN2C1C=C(C=C2)OC2=C(C(=C(C=C2)NC2=NC=NC1=CC(=C(C=C21)OC2CC1CCC(C2)N1C(C=C)=O)OC)F)C 1-(exo-3-((4-((4-([1,2,4]Triazolo[1,5-a]pyridin-7-yloxy)-2-fluoro-3-methylphenyl)amino)-7-methoxyquinazolin-6-yl)oxy)-8-azabicyclo[3.2.1]octan-8-yl)prop-2-en-1-one